ClC1=CC=C2C(=N1)N(C=C2C2=CC1=C(N(N=N1)COCC[Si](C)(C)C)C=C2OC)COCC[Si](C)(C)C 5-(6-chloro-1-[[2-(trimethylsilyl)ethoxy]methyl]pyrrolo[2,3-b]pyridin-3-yl)-6-methoxy-1-[[2-(trimethylsilyl)ethoxy]methyl]-1,2,3-benzotriazole